ClCC1=NC2=C(N1C)C=CC(=C2)OC 2-(chloromethyl)-5-methoxy-1-methyl-1H-benzo[d]imidazole